OCCC#CC1=CC2=C(N(C(N2C)=O)C2C(NC(CC2)=O)=O)C=C1 3-(5-(4-Hydroxybut-1-yn-1-yl)-3-methyl-2-oxo-2,3-dihydro-1H-benzo[d]imidazol-1-yl)piperidine-2,6-dione